FC(F)C1=CC=CC2=NC=C3C=C(C=CC3=C12)C1=CC=CC=C1 (difluoromethyl)-8-phenylphenanthridine